(1R,2R)-2-fluoro-N-{6-[5-({6-[1-hydroxypropyl]-4-methylpyridin-3-yl}amino)-1,3-thiazol-4-yl]pyrimidin-4-yl}cyclopropane-1-carboxamide F[C@H]1[C@H](C1)C(=O)NC1=NC=NC(=C1)C=1N=CSC1NC=1C=NC(=CC1C)C(CC)O